N-[(2-Amino-3-pyridyl)sulfonyl]-2-[(4S)-3,3-dideuterio-2,2-dimethyl-4-(trideuteriomethyl)pyrrolidin-1-yl]-6-(6-isopropoxy-3-pyridyl)pyridin-3-carboxamid NC1=NC=CC=C1S(=O)(=O)NC(=O)C=1C(=NC(=CC1)C=1C=NC(=CC1)OC(C)C)N1C(C([C@@H](C1)C([2H])([2H])[2H])([2H])[2H])(C)C